di-zinc phthalate C(C=1C(C(=O)[O-])=CC=CC1)(=O)[O-].[Zn+2].[Zn+2].C(C=1C(C(=O)[O-])=CC=CC1)(=O)[O-]